2-amino-N,N-dimethylpyridine-3-sulfonamide NC1=NC=CC=C1S(=O)(=O)N(C)C